C(#N)C=1C=CC2=C(COC=N2)C1 6-cyano-4H-3,1-benzoxazine